N-(2-(2-tert-butyl-5-methylphenoxy)-4-methylphenyl)-1-methyl-3-trifluoromethyl-1H-pyrazole-4-carboxamide C(C)(C)(C)C1=C(OC2=C(C=CC(=C2)C)NC(=O)C=2C(=NN(C2)C)C(F)(F)F)C=C(C=C1)C